CN(CCNC(=O)C=1C=C2C(=CC=NC2=CN1)OC=1C=NC(=CC1)NC(=O)C=1C(N(C(N(C1)C(C)C)=O)C1=CC=C(C=C1)F)=O)C N-[2-(dimethylamino)ethyl]-4-[[6-[[3-(4-fluorophenyl)-1-isopropyl-2,4-dioxo-pyrimidine-5-carbonyl]amino]-3-pyridyl]oxy]-1,7-naphthyridine-6-carboxamide